ethyl 1-[(6-{3-azabicyclo[3.1.0]hexan-3-yl}-2-(hydroxymethyl)pyridin-3-yl)methyl]-1H-1,2,3-triazole-4-carboxylate C12CN(CC2C1)C1=CC=C(C(=N1)CO)CN1N=NC(=C1)C(=O)OCC